O=C1N(C(C=C1)=O)[C@@H]1CC([C@@H]2N1C1=CC=CC=C1C=C2)(C(=O)OC)C(=O)OC Dimethyl (1R,3aR)-1-(2,5-dioxo-2,5-dihydro-1H-pyrrol-1-yl)-1,2-dihydropyrrolo[1,2-a]quinoline-3,3(3aH)-dicarboxylate